1,1'-binaphthol phosphate P(=O)(O)(O)OC=1C(=C2C=CC=CC2=CC1)C1=CC=CC2=CC=CC=C12